CC1=C(C=CC2=C1C(N(S2(=O)=O)CC2=CC=C(C=C2)OC)=O)OC=2C=C(C#N)C=C(C2)F 3-((4-methyl-2-(4-methoxybenzyl)-1,1-dioxido-3-oxo-2,3-dihydrobenzo[d]isothiazol-5-yl)oxy)-5-fluorobenzonitrile